C1(CC1)C1=C(C=CC(=C1)C#N)C1=C(C=CC(=C1)F)OC=1C(=NC=NC1)N1CC2(C1)CN(C2)CC2CCOCC2 2-cyclopropyl-5'-fluoro-2'-((4-(6-((tetrahydro-2H-pyran-4-yl)methyl)-2,6-diazaspiro[3.3]heptan-2-yl)pyrimidin-5-yl)oxy)-[1,1'-biphenyl]-4-carbonitrile